FC=1C=C(C=CC1N1CC2CCC(C1)N2CCOC)C2=CC1=C(C(=N2)C)C=C(N1C)C1=CC=C(C=C1)S(=O)(=O)C 6-(3-Fluoro-4-(8-(2-methoxyethyl)-3,8-diazabicyclo[3.2.1]octan-3-yl)phenyl)-1,4-dimethyl-2-(4-(methylsulfonyl)phenyl)-1H-pyrrolo[3,2-c]pyridin